N[C@H]1CN(C[C@H]1C)C1=C2C=NN(C2=CC=C1C=1C(=NN(C(C1)=O)C1=C(C=CC=C1F)F)C(=O)N)C [4-[(3R,4R)-3-amino-4-methyl-pyrrolidin-1-yl]-1-methyl-indazol-5-yl]-1-(2,6-difluorophenyl)-6-oxo-pyridazine-3-carboxamide